N1C=C(C2=NC=CC=C21)NC(C(=O)NCCC2(CC2)C(F)(F)F)=O N1-(1H-pyrrolo[3,2-b]pyridin-3-yl)-N2-(2-(1-(trifluoromethyl)cyclopropyl)ethyl)oxalamide